(3aR,5R,6aS)-2-((R)-2-(3,5-difluoro-4-hydroxyphenyl)-2-hydroxyethyl)-5-phenoxyhexahydrocyclopenta[c]pyrrol-3a(1H)-ol FC=1C=C(C=C(C1O)F)[C@H](CN1C[C@H]2[C@@](C1)(C[C@@H](C2)OC2=CC=CC=C2)O)O